1-cyclopentyl-6-((2,4-dimethylphenyl)amino)-3-methyl-1,3-dihydro-2H-imidazo[4,5-c]pyridin-2-one C1(CCCC1)N1C(N(C=2C=NC(=CC21)NC2=C(C=C(C=C2)C)C)C)=O